OC[C@H](C1=CC=CC=C1)NC1=CC(=NC=C1C=1OC(=NN1)C1=NC=CC=C1)NC1=NC=C2C(=N1)N(NC2=O)C (S)-6-((4-((2-hydroxy-1-phenylethyl)amino)-5-(5-(pyridin-2-yl)-1,3,4-oxadiazol-2-yl)pyridin-2-yl)amino)-1-methyl-1,2-dihydro-3H-pyrazolo[3,4-d]pyrimidin-3-one